O=C1C=CN(C2=CC=CC=C12)N(N=CC1=CC=C(C=C1)SC)C(C)=O (4-oxo-4H-quinolin-1-yl)-acetyl-(4-methylthiobenzylidene)hydrazine